tert-butyl (4-(5,5-dimethyl-1,3,2-dioxaborinan-2-yl)-5-fluorobenzo[b]thiophen-2-yl)carbamate CC1(COB(OC1)C1=C(C=CC=2SC(=CC21)NC(OC(C)(C)C)=O)F)C